(2S,4S,6S)-4-(4-chloro-3-methyl-phenyl)-2-methyl-6-(1-methyltriazol-4-yl)piperidin-4-ol methyl-3,4-diaminobenzoate CC1=C(C(=O)O[C@]2(C[C@@H](N[C@@H](C2)C=2N=NN(C2)C)C)C2=CC(=C(C=C2)Cl)C)C=CC(=C1N)N